2-(5-fluoro-2-pyridinyl)-3-(4-pyridinyl)-6,7-dihydro-4H-pyrazolo[5,1-c][1,4]oxazine FC=1C=CC(=NC1)C1=NN2C(COCC2)=C1C1=CC=NC=C1